6-(3-chloro-5H-pyrrolo[2,3-b]pyrazin-5-yl)-1-(3-fluorobenzyl)-2-methyl-1H-imidazo[4,5-b]pyridine ClC1=CN=C2C(=N1)N(C=C2)C=2C=C1C(=NC2)N=C(N1CC1=CC(=CC=C1)F)C